COCOP([O-])[O-] (methoxymethyl)phosphite